C(C)(C)(C)OC(NC1=CC(=C(C=C1)OC1=C2C(=NC=C1)NC(N2)=O)F)=O (3-fluoro-4-((2-keto-2,3-dihydro-1H-imidazo[4,5-b]pyridin-7-yl)oxy)phenyl)carbamic acid tert-butyl ester